4-((1S,2S)-2-(6-(2,4-dioxo-1,2,3,4-tetrahydropyrimidin-5-yl)-3-fluoroimidazo[1,2-b]pyridazin-8-yl)cyclopropyl)-3,5-difluorobenzonitrile O=C1NC=C(C(N1)=O)C=1C=C(C=2N(N1)C(=CN2)F)[C@@H]2[C@H](C2)C2=C(C=C(C#N)C=C2F)F